ethylenebis-lauroamide C(CCCCCCCCCCCCC(=O)N)CCCCCCCCCCCC(=O)N